1,3-adamantandicarboxylic acid C12(CC3(CC(CC(C1)C3)C2)C(=O)O)C(=O)O